CC(C)(C)S(=O)NCC=1C=NC(=CC1)[Sn](CCCC)(CCCC)CCCC 2-methyl-N-[(6-tributylstannyl-3-pyridyl)methyl]propane-2-sulfinamide